[5-(5-chloro-2-methoxypyridin-4-yl)-1H-pyrazole-3-carbonyl]-N-[(3-chlorophenyl)methyl]piperidine-4-carboxamide ClC=1C(=CC(=NC1)OC)C1=CC(=NN1)C(=O)N1CCC(CC1)C(=O)NCC1=CC(=CC=C1)Cl